4-(prop-2-ene-1-yl)piperidine C(C=C)C1CCNCC1